C(=C)C=1OC=CN1 2-vinyl-oxazole